(E)-3-heptenal C(C\C=C\CCC)=O